(3-fluoro-1-bicyclo[1.1.1]pentanyl)propanamide FC12CC(C1)(C2)C(C(=O)N)C